2-chloro-6-(methoxymethoxy)naphthalene ClC1=CC2=CC=C(C=C2C=C1)OCOC